FC1=C(C=C(C2=C1N=C(O2)C=2C=C(C=CC2)C2=C(C=C(C=C2)F)C2=NN=CN2C)C)CO (4-Fluoro-2-(4'-fluoro-2'-(4-methyl-4H-1,2,4-triazol-3-yl)-[1,1'-biphenyl]-3-yl)-7-methylbenzo[d]oxazol-5-yl)methanol